FC1=C(C=CC=C1)N1N=CC=2[C@@H](CCCC12)NC(=O)C=1N=CN2C1CCCC2 (R)-N-(1-(2-fluorophenyl)-4,5,6,7-tetrahydro-1H-indazol-4-yl)-5,6,7,8-tetrahydroimidazo[1,5-a]pyridine-1-carboxamide